trans-N-[3-[(6-bromo-1-tetrahydropyran-2-yl-indazol-4-yl)oxymethyl]cyclobutyl]carbamic acid tert-butyl ester C(C)(C)(C)OC(N[C@@H]1C[C@H](C1)COC1=C2C=NN(C2=CC(=C1)Br)C1OCCCC1)=O